NCCS(=O)(=O)N=[N+]=[N-] β-Aminoethanesulphonylazide